BrC(C1=CC(=CC=C1)F)Br 1-(dibromomethyl)-3-fluoro-benzene